N-[6-[(8-chloro-3,3-dimethyl-1,5-dioxo-2H-imidazo[1,5-a]pyridin-6-yl)-amino]pyrimidin-4-yl]cyclopropanecarboxamide ClC1=C2N(C(C(=C1)NC1=CC(=NC=N1)NC(=O)C1CC1)=O)C(NC2=O)(C)C